2-(3-(1,4-dimethyl-1H-1,2,3-triazol-5-yl)-5-(1-(3-fluorophenyl)-2-(1-methylpiperidin-4-yl)ethyl)-5H-pyrido[3,2-b]indol-7-yl)propan-2-ol CN1N=NC(=C1C1=CC=2N(C=3C=C(C=CC3C2N=C1)C(C)(C)O)C(CC1CCN(CC1)C)C1=CC(=CC=C1)F)C